tert-butyl (S)-3-((2-amino-5-(methoxycarbonyl)phenyl)amino)pyrrolidine-1-carboxylate NC1=C(C=C(C=C1)C(=O)OC)N[C@@H]1CN(CC1)C(=O)OC(C)(C)C